CC1(C(=NC=2C=CC3=C(C12)C=CC=C3)C)C(C(=O)O)CCCC (1,2-dimethyl-1H-benzo[e]indol-1-yl)hexanoic acid